CC1=CC(=CC(=C1)C1=CC(=CC(=C1)C)C)C 2,2',6,6'-tetramethyl-4,4'-biphenyl